(E)-1,4-di(3-methylphenyl)but-2-ene-1,4-dione CC=1C=C(C=CC1)C(\C=C\C(=O)C1=CC(=CC=C1)C)=O